C(C)(C)(C)[Si](OCC1=NC=C(C=N1)O)(C)C ({[tert-butyl-(dimethyl)silyl]oxy}methyl)pyrimidin-5-ol